2,2-bis[4-(4-amino-2-trifluoroethoxyphenoxy)phenyl]hexafluoropropane NC1=CC(=C(OC2=CC=C(C=C2)C(C(F)(F)F)(C(F)(F)F)C2=CC=C(C=C2)OC2=C(C=C(C=C2)N)OCC(F)(F)F)C=C1)OCC(F)(F)F